O.O.Cl.FC1=CC=C(C=C1)C(CN1CCC(CC1)CN1C(C2=CC=CC=C2C1)=O)=O 2-((1-(2-(4-fluorophenyl)-2-oxoethyl)piperidine-4-yl)methyl)isoindoline-1-one monohydrochloride dihydrate